C(C1=CC=CC=C1)C=1C=NC(=NC1)CCCO 3-(5-benzyl-pyrimidin-2-yl)propan-1-ol